10-Tridecenoic acid C(CCCCCCCCC=CCC)(=O)O